The molecule is an iridoid monoterpenoid that is acetaldehyde in which on of the hydrogens of the methyl group has been replaced by a 2-(beta-D-glucopyranosyloxy)-3,4-dihydro-2H-pyran-4-yl group which is substituted at positions 3 and 5 by a vinyl and a methoxycarbonyl group, respectively (the 2S,3R,4S stereoisomer). It has a role as a plant metabolite. It is a beta-D-glucoside, a methyl ester, an aldehyde, an enoate ester, a secoiridoid glycoside and a member of pyrans. COC(=O)C1=CO[C@H]([C@@H]([C@@H]1CC=O)C=C)O[C@H]2[C@@H]([C@H]([C@@H]([C@H](O2)CO)O)O)O